Cl.C(C)N(C(C1=C(C=CC(=C1)F)OC1=C(N=CN=N1)N1CC2(CN(C2)C(C(C)C)CC(CNC)O)CC1)=O)C(C)C N-ethyl-5-fluoro-2-((5-(2-(5-hydroxy-2-methyl-6-(methylamino)hexan-3-yl)-2,6-diazaspiro[3.4]octan-6-yl)-1,2,4-triazin-6-yl)oxy)-N-isopropylbenzamide hydrochloride